2-(3-((R)-1-hydroxyethyl)-2-((R)-tetrahydrofuran-3-yl)-2H-pyrazolo[3,4-b]pyridin-6-yl)-3-methyl-5-(trifluoromethyl)phenol O[C@H](C)C=1N(N=C2N=C(C=CC21)C2=C(C=C(C=C2C)C(F)(F)F)O)[C@H]2COCC2